(3-(dimethylamino)propyl)-N,N-dimethyl-1,3-propanediamine CN(CCCC(CCN)N(C)C)C